C12CN(CC(CC1)N2)C2=NC(=NC1=C(C(=CC=C21)C2=CC=CC1=C2N=C(O1)N)F)OC[C@]12CCCN2C[C@@H](C1)F 4-(4-(3,8-diazabicyclo-[3.2.1]octan-3-yl)-8-fluoro-2-(((2R,7aS)-2-fluorotetra-hydro-1H-pyrrolizin-7a(5H)-yl)methoxy)quinazolin-7-yl)benzo[d]oxazol-2-amine